BrC=1C=C2CCNC(C2=CN1)=O 6-bromo-3,4-dihydro-2,7-naphthyridin-1(2H)-one